C(CC=C)OC=1C=2N(C(=C(N1)C1=NC=CC(=C1)C(C)NCC)C)C=CN2 1-(2-(8-(but-3-en-1-yloxy)-5-methylimidazo[1,2-a]pyrazin-6-yl)pyridin-4-yl)-N-ethylethan-1-amine